FC(=C(C(F)F)F)F 1,1,2,3,3-pentafluoro-1-propene